(R)-N-(1-(5-(1-benzyl-1H-pyrazol-4-yl)-1-methyl-2-oxo-1,2-dihydro-pyridin-4-yl)pyrrolidin-3-yl)acetamide C(C1=CC=CC=C1)N1N=CC(=C1)C=1C(=CC(N(C1)C)=O)N1C[C@@H](CC1)NC(C)=O